CC1(C(OC1)C)O 3-methyl-3-hydroxyl-methyl-oxetane